FC1=C(C(=CC=C1)C(F)(F)F)C#N 2-fluoro-6-(trifluoromethyl)benzenenitrile